6-oxo-6-(4-(4-(quinoxalin-2-yl)-1H-pyrazol-1-yl)piperidin-1-yl)hexanamide O=C(CCCCC(=O)N)N1CCC(CC1)N1N=CC(=C1)C1=NC2=CC=CC=C2N=C1